methyl-(5-methyl-isoxazol-3-yl)-amine CNC1=NOC(=C1)C